4-(6',7'-dihydro-5'H-spiro[cyclopentane-1,8'-quinolin]-3'-ylamino)-2-[3-methoxy-4-(3-piperidinopropoxy)phenylamino]pyrimidine N1=CC(=CC=2CCCC3(C12)CCCC3)NC3=NC(=NC=C3)NC3=CC(=C(C=C3)OCCCN3CCCCC3)OC